1-(1H-indol-3-ylmethyl)-1,2,3-triazacyclopent-4-yl-benzene N1C=C(C2=CC=CC=C12)CN1NNC(C1)C1=CC=CC=C1